2-((2S,4R)-4-amino-1-(5-chlorobenzo[b]thiophene-2-carbonyl)pyrrolidin-2-yl)-N-((S)-6-guanidino-1-(methylamino)-1-oxohexan-2-yl)thiazole-4-carboxamide N[C@@H]1C[C@H](N(C1)C(=O)C1=CC2=C(S1)C=CC(=C2)Cl)C=2SC=C(N2)C(=O)N[C@H](C(=O)NC)CCCCNC(=N)N